(2-{2-[7-(5-fluoro-1-methylindazol-6-yl)-1-benzofuran-3-yl]acetamido}acetamido)acetic acid FC=1C=C2C=NN(C2=CC1C1=CC=CC=2C(=COC21)CC(=O)NCC(=O)NCC(=O)O)C